ClC=1C=C(C=NC1CS(=O)(=O)C)N 5-chloro-6-(methanesulfonylmethyl)pyridin-3-amine